N1C(CCC1)C1=NC=CC=C1 pyrrolidine-2-yl-pyridine